BrC1=CC(=C(C=C1)C(C(F)(F)C1=NC(=CC=C1Br)OC)=O)O 1-(4-bromo-2-hydroxyphenyl)-2-(3-bromo-6-methoxypyridin-2-yl)-2,2-difluoroethanone